4-cyclopropyl-6-methoxy-5-(4,4,5,5-tetramethyl-1,3,2-dioxaborolan-2-yl)pyrimidine ethyl-8-chloro-7-iodo-3-nitroimidazo[1,2-a]pyridine-2-carboxylate C(C)OC(=O)C=1N=C2N(C=CC(=C2Cl)I)C1[N+](=O)[O-].C1(CC1)C1=NC=NC(=C1B1OC(C(O1)(C)C)(C)C)OC